C(C)C1=C(OC=C1)S(=O)(=O)N Ethyl-furan-2-sulfonamide